CN1CC(CCC1)N methyl-3-aminopiperidine